CN(C1=C(C(=O)OC)C=CC(=C1)C1NCCN(C1)CCC(F)(F)F)C Methyl 2-(dimethylamino)-4-(4-(3,3,3-trifluoropropyl)piperazin-2-yl)benzoate